FC=1C=C(C2=CN(N=C2C1N1S(NC(C1)=O)(=O)=O)CC1=CC=C(C=C1)OC)C=O 6-fluoro-2-[(4-methoxyphenyl)methyl]-7-(1,1,4-trioxo-1,2,5-thiadiazolidin-2-yl)indazole-4-carbaldehyde